OCCC=1C(N(C=CC1)C)=O (2-hydroxyethyl)-1-methylpyridin-2(1H)-one